C1(=CCCCC1)CCN 2-(1-cyclohexenyl)ethyl-amine